CC1=C2C(C(=CN(C2=NC(=C1)N1CC(C1)C(NC=1SC(=CN1)C)=O)C1=NC=NS1)C(=O)O)=O 5-methyl-7-{3-[(5-methyl-1,3-thiazol-2-yl)carbamoyl]azetidin-1-yl}-4-oxo-1-(1,2,4-thiadiazol-5-yl)-1,4-dihydro-1,8-naphthyridine-3-carboxylic acid